ClC1=CC(=C(COC=2C=C(C=CC2)C2=CC(=C(C=C2)CC2=NC3=C(N2CCF)C=CC=C3)F)C=C1)F 2-((3'-(4-Chloro-2-fluorobenzyloxy)-3-fluorobiphenyl-4-yl)methyl)-1-(2-fluoroethyl)-1H-benzo[d]imidazol